BrC1=C(C=C(C=C1)Cl)OCC(OCC)OCC 1-bromo-4-chloro-2-(2,2-diethoxyethoxy)benzene